C(C)(C)C1=C(NC2=CC=C(C=C12)C1CCC(CC1)NCC(=O)NC)C=1C=C(C=2N(C1)N=CN2)C 2-((4-(3-Isopropyl-2-(8-methyl-[1,2,4]triazolo[1,5-a]pyridin-6-yl)-1H-indol-5-yl)cyclohexyl)amino)-N-methylacetamid